lithium-germanium oxide [Ge]=O.[Li]